NC1=NC=CC(=C1Cl)OC1=NC(=NC=C1)C1(C(C(=NNC1)C(=O)N)=O)C1=CC=C(C=C1)F 5-(((2-amino-3-chloropyridin-4-yl)oxy)pyrimidin-2-yl)-5-(4-fluorophenyl)-4-oxo-1,4-dihydropyridazine-3-carboxamide